3-(6-methyl-3,4-dihydro-2H-quinolin-1-yl)piperidine-2,6-dione CC=1C=C2CCCN(C2=CC1)C1C(NC(CC1)=O)=O